(2R,4R)-N-(5-(1-amino-3-cyclopropyl-1-(pyridin-2-yl)propyl)-2-fluorophenyl)-4-methoxypyrrolidine-2-carboxamide NC(CCC1CC1)(C1=NC=CC=C1)C=1C=CC(=C(C1)NC(=O)[C@@H]1NC[C@@H](C1)OC)F